2-(1-cyclobutyl-1H-1,3-benzodiazol-2-yl)-5-hydroxy-1-methyl-N-(1,2-oxazol-4-yl)-6-oxo-1,6-dihydropyrimidine-4-carboxamide C1(CCC1)N1C(=NC2=C1C=CC=C2)C=2N(C(C(=C(N2)C(=O)NC=2C=NOC2)O)=O)C